fluoro-pyrimidine FC1=NC=CC=N1